(2S,5R)-2,5-dimethyl-4-(1-(3-methylquinoxalin-6-yl)ethyl)piperazine-1-carboxylic acid tert-butyl ester C(C)(C)(C)OC(=O)N1[C@H](CN([C@@H](C1)C)C(C)C=1C=C2N=C(C=NC2=CC1)C)C